N-(4b-hydroxy-7-isopropyl-10-oxo-9b,10-dihydro-4bH-indeno[1,2-b]benzofuran-9b-yl)-2-oxopentanamide OC12OC3=C(C1(C(C1=CC=CC=C12)=O)NC(C(CCC)=O)=O)C=CC(=C3)C(C)C